((R)-2-(2-Chloro-5-fluorophenyl)pyrrolidin-1-yl)-N-((R,E)-4-(methylsulfonyl)but-3-en-2-yl)nicotinamide ClC1=C(C=C(C=C1)F)[C@@H]1N(CCC1)C1=C(C(=O)N[C@H](C)\C=C\S(=O)(=O)C)C=CC=N1